2-(4-(2-(4-((3-aminophenyl)sulfonyl)piperazin-1-yl)ethyl)piperidin-1-yl)-4-bromobenzoic acid NC=1C=C(C=CC1)S(=O)(=O)N1CCN(CC1)CCC1CCN(CC1)C1=C(C(=O)O)C=CC(=C1)Br